ClC=1N=C(SC1)C=1N=NN(C1)[C@@H]1[C@H]([C@@H](SC2=C(C=CC(=C2)Cl)C#N)O[C@@H]([C@@H]1O)CO)O 5-Chloro-2-cyanophenyl 3-[4-(4-chlorothiazol-2-yl)-1H-1,2,3-triazol-1-yl]-3-deoxy-1-thio-α-D-galactopyranoside